1-[3-(2-methoxyethoxy)-4-phenoxyphenyl]-3-(4-methoxyphenyl)-1,3,5-triazine-2,4,6-trione COCCOC=1C=C(C=CC1OC1=CC=CC=C1)N1C(N(C(NC1=O)=O)C1=CC=C(C=C1)OC)=O